1-[5-(1,3-dioxolan-2-yl)-3-thienyl]-1-phenylbutan-1-ol O1C(OCC1)C1=CC(=CS1)C(CCC)(O)C1=CC=CC=C1